1-[3-cyano-4-(2,3-dihydrobenzo[1,4]dioxin-6-yl)thiophen-2-yl]-3-[4-(pyrrolidin-1-yl)butyl]urea C(#N)C1=C(SC=C1C1=CC2=C(OCCO2)C=C1)NC(=O)NCCCCN1CCCC1